(2-ethyl-7-isopropyl-4-oxo-pyrazolo[3,4-d]pyridazin-5-yl)-N-(5-fluoropyrimidin-2-yl)acetamide C(C)N1N=C2C(=NN(C(C2=C1)=O)CC(=O)NC1=NC=C(C=N1)F)C(C)C